3-(((6-(tert-butylsulfonyl)imidazo[1,2-a]pyridin-7-yl)oxy)methyl)oxetan-3-ol C(C)(C)(C)S(=O)(=O)C=1C(=CC=2N(C1)C=CN2)OCC2(COC2)O